1-(2-(4-fluorophenyl)imidazo[1,2-a]pyrazin-3-yl)ethan-1-one FC1=CC=C(C=C1)C=1N=C2N(C=CN=C2)C1C(C)=O